N-(4-(3,3-difluoropyrrolidin-1-yl)-6-(3-fluoro-pyridin-2-yl)pyrimidin-5-yl)-5-fluoro-6-meth-oxynicotinamide FC1(CN(CC1)C1=NC=NC(=C1NC(C1=CN=C(C(=C1)F)OC)=O)C1=NC=CC=C1F)F